9-benzyl-5-(2-methanesulfonamido)ethyloxy-7-methoxy-1,2,3,4-tetrahydrocarbazole-4-carboxamide C(C1=CC=CC=C1)N1C2=CC(=CC(=C2C=2C(CCCC12)C(=O)N)OCCNS(=O)(=O)C)OC